N-(4-(methylthio)benzyl)-1-(2-(p-tolyl)-2H-pyrazolo[3,4-d]pyrimidin-4-yl)piperidine-4-carboxamide CSC1=CC=C(CNC(=O)C2CCN(CC2)C=2C=3C(N=CN2)=NN(C3)C3=CC=C(C=C3)C)C=C1